3-(4-aminophenyl)-1-cyclobutyl-1H-pyrazolo[3,4-d]Pyrimidine-4-amine NC1=CC=C(C=C1)C1=NN(C2=NC=NC(=C21)N)C2CCC2